phenyl-maleimide C1(=CC=CC=C1)C=1C(=O)NC(C1)=O